1,3-Dimethyl 5-phenyladamantane-1,3-dicarboxylate C1(=CC=CC=C1)C12CC3(CC(CC(C1)C3)(C2)C(=O)OC)C(=O)OC